ethyl 4-(4-(trifluoromethyl)phenyl)-4,7-dihydro-[1,2,4]triazolo[1,5-a]pyrimidine-6-carboxylate FC(C1=CC=C(C=C1)N1C=2N(CC(=C1)C(=O)OCC)N=CN2)(F)F